OC1=CC=C(C=C1)C1=COC=C1C1=CC=C(C=C1)O 3,4-di(4-hydroxyphenyl)-furan